ClC1=CC(=C(C=C1)B(O)O)F (4-chloro-2-fluorophenyl)boranediol